4-[4-cyano-2-methyl-6-(1-methylpyrazol-4-yl)indazol-3-yl]-N-[(1R)-2,2-difluorocyclopropyl]-2-(difluoromethoxy)benzamide C(#N)C=1C2=C(N(N=C2C=C(C1)C=1C=NN(C1)C)C)C1=CC(=C(C(=O)N[C@H]2C(C2)(F)F)C=C1)OC(F)F